(E)-5-chloro-N'-(3,4-dihydroxyphenyl)-2-methoxybenzoyl-hydrazine carbonate C(O)(O)=O.ClC=1C=CC(=C(C(=O)NNC2=CC(=C(C=C2)O)O)C1)OC